(2S,3S)- and (2R,3R)-2,3-dimethyloxirane C[C@@H]1O[C@H]1C |r|